N(=[N+]=[N-])C=1C=C(OC2=CC=C(C=C2)C(C)(C)C2=CC=C(C=C2)OC2=CC(=CC=C2)N=[N+]=[N-])C=CC1 2,2-bis[4-(3-azidophenoxy)phenyl]propane